ClC1=CC=C(OC(C(C(C)(C)C)=O)N2C=NC=C2)C=C1 1-(4-chlorophenoxy)1-(1H-imidazol-1-yl)-3,3-dimethyl-2-butanone